(E)-6-chloro-3-(2-fluoro-3-chlorobenzyl)indol-2-one ClC=1C=CC2=C(C(N=C2C1)=O)CC1=C(C(=CC=C1)Cl)F